BrC1=C(C(=C(C=C1)N1C([C@@H](CC1)NC(=O)NC1=C(C=C(C=C1)C(F)(F)F)F)=O)F)F (R)-1-(1-(4-bromo-2,3-difluorophenyl)-2-oxopyrrolidin-3-yl)-3-(2-fluoro-4-(trifluoromethyl)phenyl)urea